1,1-difluoro-2,3-dihydroxypropan FC(C(CO)O)F